ethyl (S)-3-(3-(4-hydroxy-1,5-dimethyl-2-oxo-1,2-dihydropyridin-3-yl)ureido)-3-(4'-(trifluoromethoxy)biphenyl-3-yl)propanoate OC1=C(C(N(C=C1C)C)=O)NC(N[C@@H](CC(=O)OCC)C=1C=C(C=CC1)C1=CC=C(C=C1)OC(F)(F)F)=O